N-methyl-N-phenyl-1-(p-tolyl)-1H-1,2,4-triazole-3-carboxamide CN(C(=O)C1=NN(C=N1)C1=CC=C(C=C1)C)C1=CC=CC=C1